dimethyloxysilacyclopentane CO[Si]1(CCCC1)OC